tert-butyl (2-((1-(3-cyano-2-fluorophenyl)-3,3,3-trifluoropropyl)(cyclopropyl)amino)ethyl)carbamat C(#N)C=1C(=C(C=CC1)C(CC(F)(F)F)N(CCNC(OC(C)(C)C)=O)C1CC1)F